Melamine hydrofluoric acid salt F.N1=C(N)N=C(N)N=C1N